Methyl 2-(2-(cyclopropanesulfonamido)thiazol-4-yl)-2-methylpropanoate C1(CC1)S(=O)(=O)NC=1SC=C(N1)C(C(=O)OC)(C)C